C(C)OC1=C(C=C(C=C1)S(=O)(=O)N1CC(C1)CN1CC(C1)CO)C=1NC(C2=C(N1)C(=NN2C)CCC)=O 5-(2-ethoxy-5-((3-((3-(hydroxymethyl)azetidin-1-yl)methyl)azetidin-1-yl)sulfonyl)phenyl)-1-methyl-3-propyl-1,6-dihydro-7H-pyrazolo[4,3-d]pyrimidin-7-one